N1(CCNCCC1)C=1C=CC=2N(C(C=C(N2)C=2C=C(C=3N(N2)C=C(N3)C)C)=O)C1 7-(1,4-diazepan-1-yl)-2-(2,8-dimethylimidazo[1,2-b]pyridazin-6-yl)pyrido[1,2-a]pyrimidin-4-one